FC1=CC=C(CN2CCC3=CC(=CC=C23)NC(OCC)=O)C=C1 ethyl (1-(4-fluorobenzyl)indolin-5-yl)carbamate